FC(CNC1=C(C=NC2=CC=C(C=C12)C=1C=NNC1)C(=O)NCCC(F)(F)F)F 4-((2,2-difluoroethyl)amino)-6-(1H-pyrazol-4-yl)-N-(3,3,3-trifluoropropyl)quinoline-3-carboxamide